1-cyano-4-(2-methylhydrotelluro-propyl)benzene C(#N)C1=CC=C(C=C1)CC(C[TeH])C